ClC=1C=C(C=CC1C1CCC2(OCCO2)CC1)CC(C=O)C 3-[3-chloro-4-(1,4-dioxaspiro[4.5]decan-8-yl)phenyl]-2-methyl-propanal